OC1=C(OC(=CC1=O)CO)\C=C\C1=CC=C(C=C1)C(F)(F)F (E)-3-hydroxy-6-(hydroxymethyl)-2-(4-(trifluoromethyl)styryl)-4H-pyran-4-one